ClC1=C(C=CC=C1)[C@H]1C[C@H]([C@H](N1C(=O)C1=CC=C(C=C1)C1=C(C=CC=C1)OC)C(=O)O)C#N (2S,3R,5R)-5-(2-chlorophenyl)-3-cyano-1-(2'-methoxy-[1,1'-biphenyl]-4-carbonyl)pyrrolidine-2-carboxylic acid